2-[1-[4-cyano-6-methyl-2-(4-pyridyl)-8-quinolyl]ethylamino]benzoic acid C(#N)C1=CC(=NC2=C(C=C(C=C12)C)C(C)NC1=C(C(=O)O)C=CC=C1)C1=CC=NC=C1